CC1(C2(CN(CC(C(N1C)C=1SC=CN1)C2=O)CC2=NC=CC=C2)C)C=2SC=CN2 dimethyl-2,4-di(thiazol-2-yl)-3-methyl-7-(pyridin-2-ylmethyl)-3,7-diaza-bicyclo[3.3.1]nonan-9-one